CC=1N=C2N(C=C(C(=C2)OC2CCOCC2)C(=O)OC)C1 methyl 2-methyl-7-((tetrahydro-2H-pyran-4-yl)oxy)imidazo[1,2-a]pyridine-6-carboxylate